2-Amino-3-(4-hydroxyphenyl)-propanoic acid NC(C(=O)O)CC1=CC=C(C=C1)O